1-(((4-bromo-2,5-dimethoxyphenethyl)carbamoyl)oxy)ethyl oxetane-3-carboxylate O1CC(C1)C(=O)OC(C)OC(NCCC1=C(C=C(C(=C1)OC)Br)OC)=O